BrC1=C(C=C(C=N1)CN1CC(C(C1)(C)C)O)F 1-((6-Bromo-5-fluoropyridin-3-yl)methyl)-4,4-dimethylpyrrolidin-3-ol